3-(2-(bis(methyl-d3)amino) ethyl-1,1,2,2-d4)-1H-indol-4-yl (9Z,12Z)-octadeca-9,12-dienoate C(CCCCCCC\C=C/C\C=C/CCCCC)(=O)OC1=C2C(=CNC2=CC=C1)C(C([2H])([2H])N(C([2H])([2H])[2H])C([2H])([2H])[2H])([2H])[2H]